N-(3-bromopyrazin-2-yl)-2,2,2-trifluoroacetamide BrC=1C(=NC=CN1)NC(C(F)(F)F)=O